N2-[4-(2-methoxyethoxy)phenyl]-N4-[2-(6-methyl-2-pyridyl)pyrimidin-4-yl]pyrimidine-2,4-diamine COCCOC1=CC=C(C=C1)NC1=NC=CC(=N1)NC1=NC(=NC=C1)C1=NC(=CC=C1)C